Cl.FC1=CC=C(C=C1)[C@@H]1N(CCC2=CC=CC=C12)C(=O)O[C@@H]1C[C@H](C1)N trans-3-aminocyclobutyl (S)-1-(4-fluorophenyl)-3,4-dihydroisoquinoline-2(1H)-carboxylate hydrochloride